benzo[d]oxazol-5-ylboronic acid O1C=NC2=C1C=CC(=C2)B(O)O